(6-((2,4-difluorobenzyl)oxy)pyridin-2-yl)piperidine-1-carboxylic acid tert-butyl ester C(C)(C)(C)OC(=O)N1C(CCCC1)C1=NC(=CC=C1)OCC1=C(C=C(C=C1)F)F